2,14-dimethyl-1,15-hexadecanediol CC(CO)CCCCCCCCCCCC(C(C)O)C